arachidonylcarnitine CCCCC/C=C\C/C=C\C/C=C\C/C=C\CCCC(=O)O[C@H](CC(=O)O)C[N+](C)(C)C